(R)-4-(2-amino-1-hydroxyethyl)benzene-1,2-diol NC[C@H](O)C=1C=C(C(=CC1)O)O